N(=[N+]=[N-])CC(=O)NCCCN1N=CC=C1C(=O)N[C@H](C(=O)NC1=CC=C(C=C1)C=1C(=NN(C1C)COCC[Si](C)(C)C)C)C(C1CC1)C1CC1 2-[3-[(2-azidoacetyl)amino]propyl]-N-[(1S)-1-(dicyclopropylmethyl)-2-[4-[3,5-dimethyl-1-(2-trimethylsilylethoxymethyl)pyrazol-4-yl]anilino]-2-oxo-ethyl]pyrazole-3-carboxamide